O1CCN(CC1)C=1C=C(CN2CC3C(C2)CN(C3)C(=O)N3N=C(C=C3)NC(C)=O)C=C(C1)C(F)(F)F N-(1-(5-(3-Morpholino-5-(trifluoromethyl)benzyl)octahydropyrrolo[3,4-c]pyrrole-2-carbonyl)-1H-pyrazol-3-yl)acetamide